FC=1C=CC(=C(OCCOCCNC(OC(C)(C)C)=O)C1)C=1N=NC(=C2C1SC=C2)C=2C=C1CCNC(C1=CC2)=O tert-butyl (2-(2-(5-fluoro-2-(4-(1-oxo-1,2,3,4-tetrahydroisoquinolin-6-yl)thieno[2,3-d]pyridazin-7-yl)phenoxy)ethoxy)ethyl)carbamate